N-(3-(5-amino-6-(4-((4-(trifluoromethyl)pyridin-2-yl)oxy)phenyl)quinazolin-8-yl)phenyl)acrylamide NC1=C2C=NC=NC2=C(C=C1C1=CC=C(C=C1)OC1=NC=CC(=C1)C(F)(F)F)C=1C=C(C=CC1)NC(C=C)=O